methyl-2-(methylthio)quinolin CC=1C(=NC2=CC=CC=C2C1)SC